C1(=CC=C(C=C1)C#CC1=C(C=CC=C1)C(CC(=C)C)=O)C1=CC=CC=C1 1-(2-([1,1'-biphenyl]-4-ylethynyl)phenyl)-3-methylbut-3-en-1-one